NC(CO)(CO)CO.N1C=NC2=C1C=C(C=C2)C(=O)O 1H-benzo[d]imidazole-6-carboxylic acid tromethamine salt